FC(C1=NN=C(S1)N1N=CC2=C(C=C(C=C12)S(NC1(CC1)C)(=O)=O)N1C[C@H](N([C@@H](C1)C)C(=O)OC(C)(C)C)C)F tert-butyl (2R,6R)-4-(1-(5-(difluoromethyl)-1,3,4-thiadiazol-2-yl)-6-(N-(1-methyl cyclopropyl)sulfamoyl)-1H-indazol-4-yl)-2,6-dimethylpiperazine-1-carboxylate